methyl 2-((2,3-dichlorophenyl)thio)-5H-pyrrolo[2,3-b]pyrazine-7-carboxylate ClC1=C(C=CC=C1Cl)SC=1N=C2C(=NC1)NC=C2C(=O)OC